CC=1C=C(C=CC1)CN1C(CCC1=O)CC(=O)NC1=NC=NN1C 2-[1-[(3-methylphenyl)methyl]-5-oxopyrrolidin-2-yl]-N-(1-methyl-1H-1,2,4-triazole-5-yl)acetamide